(2Z)-N-[3-[cyclopropyl-(difluoro)methyl]phenyl]-2-hydroxyimino-3-oxo-butanamide C1(CC1)C(C=1C=C(C=CC1)NC(\C(\C(C)=O)=N/O)=O)(F)F